FC1=CC(=CC=2C=COC21)C=2C(=NC(=CN2)CCCOC)N2CCC(CC2)(C(=O)O)C 1-(3-(7-fluorobenzofuran-5-yl)-6-(3-methoxypropyl)pyrazin-2-yl)-4-methylpiperidine-4-carboxylic acid